FC1=C(C=CC(=C1)F)CNC([C@H](C)NC(N(CC(=O)N1[C@H](CCCC1)C)NC(CCC(C)(C)C)=O)=O)=O (2S)-N-[(2,4-difluorophenyl)methyl]-2-[[(4,4-dimethylpentanoylamino)-[2-[(2S)-2-methyl-1-piperidyl]-2-oxoethyl]carbamoyl]amino]propanamide